N-(2,4-dimethoxybenzyl)thiazol-2-amine COC1=CC(=C(C=C1)CNC2=NC=CS2)OC